N1=CC(=CC=C1C=O)C=1C=NC(=CC1)C=O [3,3'-bipyridine]-6,6'-dicarboxaldehyde